FC1(CN(CCC12COC1=C3CN(C(C3=CC=C12)=O)C1C(NC(CC1)=O)=O)CC1=CC(=CC=C1)C=1C=NN(C1)C)F 3-(3',3'-difluoro-1'-(3-(1-methyl-1H-pyrazol-4-yl)benzyl)-6-oxo-6,8-dihydro-2H,7H-spiro[furo[2,3-e]isoindol-3,4'-piperidin]-7-yl)piperidine-2,6-dione